COC1=NN(C=C1C(=O)NC1=NC(=CC=C1)C=1N2C(=NN1)CC[C@@H]2C)C=2C(N(C=CC2)C)=C=O (S)-3-methoxy-1-(1-methyl-2-carbonyl-1,2-dihydropyridin-3-yl)-N-(6-(5-methyl-6,7-dihydro-5H-pyrrolo[2,1-c][1,2,4]triazol-3-yl)pyridin-2-yl)-1H-pyrazole-4-carboxamide